3-(3-chloro-5-sulfamoyl-phenyl)-2,7-dimethyl-5,7-dihydro-4H-pyrazolo[3,4-c]pyridine-6-carboxylic acid tert-butyl ester C(C)(C)(C)OC(=O)N1C(C=2C(CC1)=C(N(N2)C)C2=CC(=CC(=C2)S(N)(=O)=O)Cl)C